β-D-xylulofuranose OC[C@]1(O)[C@@H](O)[C@H](O)CO1